[Na+].[Na+].[Na+].OC(C(=O)O)N(CCN(CC(=O)[O-])CC(=O)[O-])CC(=O)[O-] hydroxyethylenediaminetetraacetic acid trisodium salt